tert-butyl ((3-(7-(((1S,2R,3R,5R)-2-fluoro-8-methyl-8-azabicyclo[3.2.1]octan-3-yl)amino)-3-(2,2,2-trifluoroethyl)benzo[b]thiophen-2-yl)-1,2,4-oxadiazol-5-yl)methyl)carbamate F[C@H]1[C@@H]2CC[C@H](C[C@H]1NC1=CC=CC3=C1SC(=C3CC(F)(F)F)C3=NOC(=N3)CNC(OC(C)(C)C)=O)N2C